C[Si](N(S(=O)(=O)N1C=NC=C1)[Si](C)(C)C)(C)C N,N-bis(trimethylsilyl)imidazole-1-sulfonamide